FC=1C=CC(=C(C(=O)OC)C1)NC(CCC(=O)OC)=O Methyl 5-fluoro-2-(4-methoxy-4-oxobutanamido)benzoate